N-((R)-1-(6-aminopyridin-2-yl)ethyl)-7-methoxy-2-methyl-6-(((S)-tetrahydrofuran-3-yl)oxy)quinazolin-4-amine NC1=CC=CC(=N1)[C@@H](C)NC1=NC(=NC2=CC(=C(C=C12)O[C@@H]1COCC1)OC)C